BrC1=CC(=C(C=C1)F)OC(C)C 4-bromo-1-fluoro-2-isopropoxybenzene